CC(C)N1N=NC2=C1C=CC=C2 1-(propan-2-yl)-1H-1,2,3-benzotriazole